O1C=C(C2=C1C=CC=C2)C[C@H](NC(C(N2CC1(COC1)CC2)=O)=O)B(O)O (R)-(2-(benzofuran-3-yl)-1-(2-oxo-2-(2-oxa-6-azaspiro[3.4]octan-6-yl)acetamido)ethyl)boronic acid